BrC=1C(=NC(=NC1)Cl)OC1=CC=CC=C1 5-bromo-2-chloro-4-phenoxypyrimidine